C1=NC=CC2=C(C=CC=C12)N1C(C(N(CC1)C)=O)=O 1-(isoquinolin-5-yl)-4-methyloxopiperazin-2-one